1-((5-bromo-2-methyl-2,3-dihydro-[1,4]dioxino[2,3-c]pyridin-7-yl)thio)-5-ethylnonan-3-one BrC1=NC(=CC2=C1OCC(O2)C)SCCC(CC(CCCC)CC)=O